C(CCCCCCC)(=O)OC(C)OC(=O)N(C1C2CCC(C1C1=CC=CC=C1)C2)CC N-(1-Octanoyloxyethoxycarbonyl)-(-)-N-ethyl-3-phenylbicyclo[2.2.1]heptan-2-amine